2,4-dimethyl-pentene CC(=C)CC(C)C